ClC=1C=C(COC2(COC2)C2=CC(=C(C=C2C)N=CN(C)CC)C)C=C(C1)F N'-(4-(3-((3-chloro-5-fluorobenzyl)oxy)oxetan-3-yl)-2,5-dimethylphenyl)-N-ethyl-N-methylformimidamide